5-((2r,6s)-4-((1-(2,6-dimethylpyridin-4-yl)-1H-imidazol-4-yl)methyl)-6-methylpiperazin-2-yl)-4-methylisobenzofuran-1(3H)-one CC1=NC(=CC(=C1)N1C=NC(=C1)CN1C[C@H](N[C@H](C1)C)C=1C(=C2COC(C2=CC1)=O)C)C